C(C=1C(O)=CC=CC1)(=O)O.C(C=1C(O)=CC=CC1)(=O)O.C(CN)N ethylenediamine disalicylate